4-methoxy-2-(3,4,5-trimethoxyphenyl)pyrimidine COC1=NC(=NC=C1)C1=CC(=C(C(=C1)OC)OC)OC